C(=O)=C(CC(=O)O)CC1=C(C=C(C(=C1)F)F)F.C[Si](OCC)(OCC)C1=CC=CC2=CC=CC=C12 Methyl-(naphthyl)diethoxysilane 3-carbonyl-4-(2,4,5-trifluorophenyl)-butyrate